COC=1C=C2CCN(CC2=CC1NC1=NC2=CC(=CC=C2C=N1)NC=1C=C(C(=O)N(C)C)C=CC1)C 3-({2-[(6-methoxy-2-methyl-1,2,3,4-tetrahydroisoquinolin-7-yl)amino]quinazolin-7-yl}-amino)-N,N-dimethylbenzamide